4-((2,2-dimethyltetrahydro-2H-pyran-4-yl)amino)pyrido[3,4-d]pyridazin CC1(OCCC(C1)NC=1N=NC=C2C1C=NC=C2)C